1-[rac-(4aS,7aS)-4-[6-(2-hydroxy-4,6-dimethylphenyl)pyridazin-3-yl]-2,3,4a,5,7,7a-hexahydropyrrolo[3,4-b][1,4]oxazin-6-yl]ethanone OC1=C(C(=CC(=C1)C)C)C1=CC=C(N=N1)N1[C@@H]2[C@@H](OCC1)CN(C2)C(C)=O |r|